N,N-dimethylaminoethyl-pinacol borate B(O)(O)O.CN(C)CCCC(O)(C)C(C)(C)O